1-(cyclopropylimino)-2,3,4,5-tetrahydro-1H-1λ4-benzo[f][1,4]thiazepine-1-oxide C1(CC1)N=S1(CCNCC2=C1C=CC=C2)=O